[Na+].C[Si](C)(C)C(C(C(=O)[O-])([2H])[2H])([2H])[2H] (trimethylsilyl)propionic acid-d4 sodium salt